C(C1=CC=CC=C1)(=O)OCC1=CC=C(C=C1)C=O 4-formylbenzyl benzoate